2,4,5,6-tetrabromoresorcinol BrC1=C(O)C(=C(C(=C1O)Br)Br)Br